C1=C(C=CC2=CC=CC=C12)C(=O)C1=CC2=CC=CC=C2C=C1 di(2-naphthyl) ketone